ClC=1C=C(C(=O)NC)C=CC1N1CCN(CC1)CC1=CC=C2CN(C(NC2=C1)=O)CC 3-chloro-4-(4-((3-ethyl-2-oxo-1,2,3,4-tetrahydroquinazolin-7-yl)methyl)piperazin-1-yl)-N-methylbenzamide